BrC1=C(C(O)=CC=C1)O bromo-catechol